C(CCC(C)C)NCCCC(C)C diisohexyl-amine